C(C)(CC)N1CC2N(C(CCN2C(=O)OCC2C3=CC=CC=C3C=3C=CC=CC23)=O)CC1=O (9H-fluoren-9-yl)methyl 8-sec-butyl-4,7-dioxooctahydro-1H-pyrazino[1,2-a]pyrimidine-1-carboxylate